2-ethyl hydrazinoacetate HCl Cl.N(N)CC(=O)OCC